DIISOBUTYL SULFOXIDE C(C(C)C)S(=O)CC(C)C